N-TERTIARY BUTYL-ACRYLAMIDE C(C)(C)(C)NC(C=C)=O